FC(C1=CC(NC(N1COCC[Si](C)(C)C)=O)=O)F 6-(difluoromethyl)-1-{[2-(trimethylsilyl)ethoxy]methyl}-3H-pyrimidine-2,4-dione